4-[[5-[3-(difluoromethyl)-1,2,4-oxadiazol-5-yl]-4-[[(1S)-2-hydroxy-1-phenyl-ethyl]amino]pyrimidin-2-yl]amino]-2-methyl-benzamide FC(C1=NOC(=N1)C=1C(=NC(=NC1)NC1=CC(=C(C(=O)N)C=C1)C)N[C@H](CO)C1=CC=CC=C1)F